C(C)OCCOC=CC1=CC=CC=C1 ethoxyethoxystyrene